C(C=C)NCCCCO 4-(allylamino)butan-1-ol